(2-fluoro-6-(trifluoromethyl)benzyl)carbamic acid tert-butyl ester C(C)(C)(C)OC(NCC1=C(C=CC=C1C(F)(F)F)F)=O